COC=1C=C(ONC2=CC=CC=C2)C=CC1 (3-methoxyphenoxy)aniline